1-(3,5-dichlorophenyl)-3-(3-chloro-5-methoxyphenyl)urea ClC=1C=C(C=C(C1)Cl)NC(=O)NC1=CC(=CC(=C1)OC)Cl